acryloxyundecylbromodimethylsilane C(C=C)(=O)OCCCCCCCCCCC[Si](C)(C)Br